3,5-dihydrazinylcarbonylbenzenesulfonic acid N(N)C(=O)C=1C=C(C=C(C1)C(=O)NN)S(=O)(=O)O